CNCC1=C(C=C(C=C1)C(C(F)(F)F)(F)F)C N-Methyl-1-[2-methyl-4-(1,1,2,2,2-pentafluoroethyl)phenyl]methanamine